Methyl 5-[[(2-acetyloxyacetyl)-methoxyamino]methyl]-3,4-difluoro-2-(2-fluoro-4-iodoanilino)benzoate C(C)(=O)OCC(=O)N(OC)CC=1C(=C(C(=C(C(=O)OC)C1)NC1=C(C=C(C=C1)I)F)F)F